NC1=NC(=C(C=2N1C(N(N2)CC2=NC=C(C=C2Cl)F)=O)C2=CC(=NC(=C2)C)C(=O)OC)C2=CC=CC=C2 methyl 4-(5-amino-2-((3-chloro-5-fluoropyridin-2-yl) methyl)-3-oxo-7-phenyl-2,3-dihydro-[1,2,4]triazolo[4,3-c]pyrimidin-8-yl)-6-methylpyridinecarboxylate